(2-Bromo-5-((6-methylpyridin-2-yl)oxy)benzyl)carbamate BrC1=C(CNC([O-])=O)C=C(C=C1)OC1=NC(=CC=C1)C